2-(4-((1H-imidazol-1-yl)methyl)phenyl)acetic acid N1(C=NC=C1)CC1=CC=C(C=C1)CC(=O)O